F[P-](F)(F)(F)(F)F.C(CCC)[N+]1=C(C(C2=CC=CC=C12)(C)C)C=CC1=C(C(CC1)=CC=C1N(C2=CC=CC=C2C1(C)C)CCCC)C1=CC=CC=C1 1-Butyl-2-(2-[3-[2-(1-butyl-3,3-dimethyl-1,3-dihydro-indol-2-ylidene)-ethylidene]-2-phenyl-cyclopent-1-enyl]-vinyl)-3,3-dimethyl-3H-indolium hexafluorophosphate